C1(CC1)C1=C(C=2C(=CN=CC2)N1C)C(=O)C=1C=CC(=C(C#N)C1)O 5-(2-cyclopropyl-1-methyl-1H-pyrrolo[2,3-c]pyridine-3-carbonyl)-2-hydroxybenzonitrile